BrC=1C(NC(N([C@H]2[C@H](O)[C@H](O)[C@@H](CO)O2)C1)=O)=O 5-bromouridine